C(=O)(O)C=C 1-carboxyethylene